N-(3,5-dimethoxyphenyl)-N-[4,4-dimethyl-5-oxo-1-(2,2,2-trifluoroethyl)pyrrolidin-3-yl]-2-(2-triisopropylsilylethynyl)thiazole-4-carboxamide COC=1C=C(C=C(C1)OC)N(C(=O)C=1N=C(SC1)C#C[Si](C(C)C)(C(C)C)C(C)C)C1CN(C(C1(C)C)=O)CC(F)(F)F